C(CCCCCCC)(=O)OCC(OC(CCCCCCC)=O)CO 1,2-dioctanoyl-glycerol